C(CC(C)C)OOC1=CC=CC=C1 phenoxy isopentyl oxide